2,2-dimethylpropanoic acid, Trifluoroacetic acid salt FC(C(=O)O)(F)F.CC(C(=O)O)(C)C